(4-(1H-indol-3-yl)-2-morpholino-5,8-dihydropyrido[3,4-d]pyrimidin-7(6H)-yl)-2,2-difluoroethane-1-one N1C=C(C2=CC=CC=C12)C=1C2=C(N=C(N1)N1CCOCC1)CN(CC2)C(C(F)F)=O